CC(C(=O)OC)(C)C=1SC=CN1 Methyl 2-methyl-2-thiazol-2-ylpropanoate